C(=O)(OC(C)(C)C)NC=1C=C(C(=O)[O-])C=CC1N N-Boc-3,4-diaminobenzoate